1-[3,5-bis(2-bromoacetyl)-1,3,5-triazinan-1-yl]-2-bromoethanone BrCC(=O)N1CN(CN(C1)C(CBr)=O)C(CBr)=O